FC(OC=1C=C(C=C(C1)F)C1=CC=C2C(N(CN(C2=C1)S(=O)(=O)C1=CC(=CC=C1)C(F)(F)F)[C@H]1COCC1)=O)F (R)-7-(3-(difluoromethoxy)-5-fluorophenyl)-3-(tetrahydrofuran-3-yl)-1-((3-(trifluoromethyl)phenyl)sulfonyl)-2,3-dihydroquinazolin-4(1H)-one